6-cyclopentyl-2-hydroxy-pyridine-3-carboxylic acid ethyl ester C(C)OC(=O)C=1C(=NC(=CC1)C1CCCC1)O